diethyl-propynyl-amine C(C)N(C#CC)CC